6-chloro-8-((2S,2S)-2-(1-(2,2,2-trifluoroethyl)-2-(trifluoromethyl)-1H-benzo[d]imidazol-6-yl)cyclopropyl)imidazo[1,2-b]pyridazine ClC=1C=C(C=2N(N1)C=CN2)C2[C@H](C2)C=2C=CC1=C(N(C(=N1)C(F)(F)F)CC(F)(F)F)C2